(R)-6-(4-chlorobenzyl)-9-isopropyl-2-(pyrazin-2-yl)-2,6,9-triazaspiro[4.5]decane-7,10-dione ClC1=CC=C(CN2[C@@]3(CCN(C3)C3=NC=CN=C3)C(N(CC2=O)C(C)C)=O)C=C1